adenosine 3',5'-diphosphate sodium salt [Na+].P(=O)([O-])([O-])O[C@H]1[C@H]([C@@H](O[C@@H]1COP(=O)([O-])[O-])N1C=NC=2C(N)=NC=NC12)O.[Na+].[Na+].[Na+]